3-[(3S)-4,4-dimethyltetrahydrofuran-3-yl]imidazo[4,5-b]pyridine-5-carboxylate CC1([C@@H](COC1)N1C=NC=2C1=NC(=CC2)C(=O)[O-])C